CC=1N=C2N(C=C(C=C2)C2=NC=3C=NC=NC3NC2=O)C1 6-(2-methylimidazo[1,2-a]pyridin-6-yl)pteridine-7(8H)-one